potassium aluminium salt [Al].[K]